2-(4-chlorobenzyl)-N-[2-(ethylamino)-2-oxoethyl]-8-methyl-4,5-dihydro-2H-furo[2,3-g]indazole-7-carboxamide ClC1=CC=C(CN2N=C3C4=C(CCC3=C2)OC(=C4C)C(=O)NCC(=O)NCC)C=C1